benzyl 4-((1H-1,2,4-triazol-1-yl)sulfonyl)piperazine-1-carboxylate N1(N=CN=C1)S(=O)(=O)N1CCN(CC1)C(=O)OCC1=CC=CC=C1